C1(CC1)C=1C(=NSC1C(=O)OCC)C1CCN(CC1)C(=O)OC(C)(C)C tert-butyl 4-[4-cyclopropyl-5-(ethoxycarbonyl)-1,2-thiazol-3-yl]piperidine-1-carboxylate